C(#N)C1=CC=C2C=3C(C4=C(C(C3NC2=C1)(C)C)C=C(C(=C4)CC)N4CCC(CC4)NC(CCCCNC4=C1CN(C(C1=CC=C4)=O)C4C(NC(CC4)=O)=O)=O)=O N-(1-(3-cyano-9-ethyl-6,6-dimethyl-11-oxo-6,11-dihydro-5H-benzo[b]carbazol-8-yl)piperidin-4-yl)-5-((2-(2,6-dioxopiperidin-3-yl)-1-oxoisoindolin-4-yl)amino)pentanamide